C(#N)C1=NC=CC(=C1C1=C(C=C2C(=CN(C2=C1)C1CCC1)[C@@H](C(F)F)NS(=O)(=O)C1CC1)F)C(F)(F)F N-((1S)-1-(6-(2-cyano-4-(trifluoromethyl)pyridin-3-yl)-1-cyclobutyl-5-fluoro-1H-indol-3-yl)-2,2-difluoroethyl)cyclopropanesulfonamide